CCCCCCCCCCCCCCCCCCCCC(=O)OC[C@H](COP(=O)(O)OC[C@H](CO)O)O 1-heneicosanoyl-glycero-3-phospho-(1'-sn-glycerol)